COC(=O)[C@@H]1OC(O[C@H]1C1=C(C=CC=C1)Cl)C1=CC=CC=C1 (4R,5S)-methyl-5-(2-chlorophenyl)-2-phenyl-1,3-dioxolane-4-carboxylate